N1=CC=C2N1C=C(C=C2)C2(CCC2)C(=O)O 1-pyrazolo[1,5-a]pyridin-6-ylcyclobutanecarboxylic acid